N-(2-((7-(2,6-dichloro-3,5-dimethoxyphenyl)-5-(ethyl-amino)-2,6-naphthyridin-3-yl)amino)-3-methylphenyl)acrylamide ClC1=C(C(=C(C=C1OC)OC)Cl)C1=NC(=C2C=C(N=CC2=C1)NC1=C(C=CC=C1C)NC(C=C)=O)NCC